COC=1C=C2CCNCC2=CC1NC1=NC=C(C(=N1)NCCCN1C(CCC1)=O)C(F)(F)F 1-[3-[[2-[(6-Methoxy-1,2,3,4-tetrahydroisoquinolin-7-yl)amino]-5-(trifluoromethyl)pyrimidin-4-yl]amino]propyl]pyrrolidin-2-one